4-(7-(quinolin-6-ylmethyl)imidazo[1,2-b][1,2,4]triazin-2-yl)benzamide N1=CC=CC2=CC(=CC=C12)CC1=CN=C2N1N=C(C=N2)C2=CC=C(C(=O)N)C=C2